Ethyl (7aS)-2-ethylidene-5-oxotetrahydro-1H-pyrrolizine-7a(5H)-carboxylate C(C)=C1C[C@@]2(CCC(N2C1)=O)C(=O)OCC